3-[[6-(2-tert-butoxycarbonyl-2,7-diazaspiro[3.5]non-7-yl)-5-fluoro-3-pyridinyl]amino]propionic acid C(C)(C)(C)OC(=O)N1CC2(C1)CCN(CC2)C2=C(C=C(C=N2)NCCC(=O)O)F